N-((4,4-difluorocyclohexyl)(5-(2-methoxy-1-(2-oxo-4-(trifluoromethyl)imidazolidin-1-yl)ethyl)benzo[d]oxazol-2-yl)methyl)-1-(ethyl-d5)-1H-pyrazole-5-carboxamide FC1(CCC(CC1)C(NC(=O)C1=CC=NN1C(C([2H])([2H])[2H])([2H])[2H])C=1OC2=C(N1)C=C(C=C2)C(COC)N2C(NC(C2)C(F)(F)F)=O)F